Ethyl-4-fluoro-3-methylpyrazole-5-carboxylic acid C(C)OC(=O)C1=C(C(=NN1)C)F